CN[C@H]1[C@@H](CCCC1)NC trans-N,N'-bismethyl-1,2-cyclohexanediamine